ClC1=C(C=C2C=C(N=CC2=C1)NC(=O)[C@H]1C[C@H]([C@@H](C1)O)F)C1CCN(CC1)C1COC1 (1R,3R,4R)-N-(7-chloro-6-(1-(oxetan-3-yl)piperidin-4-yl)isoquinolin-3-yl)-3-fluoro-4-hydroxycyclopentane-1-carboxamide